7-(3,6-diazabicyclo[3.1.1]heptan-3-yl)-2-(4-phenoxyphenyl)-4,5,6,7-tetrahydro-2H-pyrazolo[4,3-b]pyridine-3-carboxamide C12CN(CC(N1)C2)C2C=1C(NCC2)=C(N(N1)C1=CC=C(C=C1)OC1=CC=CC=C1)C(=O)N